[Cl-].C(CCCCCCCCCCCC)C(C1=CC=CC=C1)[N+](CC)(C)C tridecanyl-dimethyl-ethylbenzyl-ammonium chloride